4-butoxy-N-(3-(4-(3,4-dichlorobenzyl)piperidin-1-yl)propyl)benzenesulfonamide C(CCC)OC1=CC=C(C=C1)S(=O)(=O)NCCCN1CCC(CC1)CC1=CC(=C(C=C1)Cl)Cl